1-cyclopropyl-N-((3-(pyridin-4-yl)isoxazol-5-yl)methyl)-1H-1,2,3-triazole-4-carboxamide C1(CC1)N1N=NC(=C1)C(=O)NCC1=CC(=NO1)C1=CC=NC=C1